C(#CC=C)C1=CC=C(S1)C=1SC=CC1 5-(3-buten-1-ynyl)-2,2'-bithiophene